4-((4-fluoro-2-methoxyphenyl)(4-fluorophenyl)methyl)piperazine-1-carboxylic acid ethyl ester C(C)OC(=O)N1CCN(CC1)C(C1=CC=C(C=C1)F)C1=C(C=C(C=C1)F)OC